rac-(5S)-5-phenyl-N-[rac-(3S)-5-methyl-4-oxo-2,3-dihydro-1,5-benzoxazepin-3-yl]-6,7-dihydro-5H-pyrrolo[1,2-b][1,2,4]triazole-2-carboxamide C1(=CC=CC=C1)[C@@H]1CCC=2N1N=C(N2)C(=O)N[C@H]2COC1=C(N(C2=O)C)C=CC=C1 |r|